4-({(2S)-2-[4-{5-chloro-2-[4-(trifluoromethyl)-1H-1,2,3-triazol-1-yl]phenyl}-5-methoxy-2-oxopyridin-1(2H)-yl]propionyl}amino)-2-fluorobenzamide ClC=1C=CC(=C(C1)C1=CC(N(C=C1OC)[C@H](C(=O)NC1=CC(=C(C(=O)N)C=C1)F)C)=O)N1N=NC(=C1)C(F)(F)F